6-(2-chloropyrimidin-4-yl)-1-cyclopropyl-4-fluoro-2-methyl-1H-benzo[d]imidazole ClC1=NC=CC(=N1)C=1C=C(C2=C(N(C(=N2)C)C2CC2)C1)F